1,2-propadiene C=C=C